C1(=CC=C(C=C1)B(O)O)C1=CC=C(C=C1)B(O)O biphenyl-4,4'-diyl-diboronic acid